Methyl 6-(benzylthio)-3-chloropicolinate C(C1=CC=CC=C1)SC1=CC=C(C(=N1)C(=O)OC)Cl